FC(C12CC(C1)(C2)NC(=O)C=2C=CC(=NC2)C=2N=NN(C2NC(O[C@H](C)C=2C(=NC=C(C2)F)F)=O)C)F (R)-1-(2,5-difluoro-pyridin-3-yl)ethyl (4-(5-((3-(difluoro-methyl)bicyclo-[1.1.1]pentan-1-yl)carbamoyl)-pyridin-2-yl)-1-methyl-1H-1,2,3-triazol-5-yl)-carbamate